tert-Butyl (2S,6R)-4-(2-((trans-4-((1-methoxy-2-methyl-1-oxopropan-2-yl)amino)cyclohexyl)oxy)ethyl)-2,6-dimethylpiperidine-1-carboxylate COC(C(C)(C)N[C@@H]1CC[C@H](CC1)OCCC1C[C@@H](N([C@@H](C1)C)C(=O)OC(C)(C)C)C)=O